FC(C=1C=C(C=C(C1)C(F)(F)F)C1=NN(C=N1)/C=C(/C(=O)N)\C=1C(=NC(=CC1)F)F)(F)F (E)-3-(3-(3,5-bis-(trifluoromethyl)-phenyl)-1H-1,2,4-triazol-1-yl)-2-(2,6-difluoro-pyridin-3-yl)-acrylamide